C(C)C1=CC2=C(C3=CC=CC=C3C(=C2C=C1)OCCCCCCCCCCCCCCCCC(=O)OC(C)(C)C)OCCCCCCCCCCCCCCCCC(=O)OC(C)(C)C 2-ethyl-9,10-bis(tert-butoxycarbonylhexadecyleneoxy)anthracene